2-[(5-Cyclopropyl-1,2,4-oxadiazol-3-yl)methyl]-8-methyl-N-[(2S)-tetrahydrofuran-2-ylmethyl]-4,5-dihydro-2H-furo[2,3-g]indazol-7-carboxamid C1(CC1)C1=NC(=NO1)CN1N=C2C3=C(CCC2=C1)OC(=C3C)C(=O)NC[C@H]3OCCC3